C(=O)(OCC1=CC=CC=C1)N[C@@H](COCC1=CC=CC=C1)C(=O)O N-Cbz-O-benzyl-L-serine